4-(5'-benzyl-2'-carbamoyl-biphenyl-3-yl)butyric acid C(C1=CC=CC=C1)C=1C=CC(=C(C1)C1=CC(=CC=C1)CCCC(=O)O)C(N)=O